CN1N=CC(=C1NC(C1=CC=CC=C1)(C1=CC=CC=C1)C1=CC=CC=C1)NC(NCCNC(OC(C)(C)C)=O)=O tert-butyl (2-(3-(1-methyl-5-(tritylamino)-1H-pyrazol-4-yl)ureido)ethyl)carbamate